benzyl-vinyltrimethyl-ammonium chloride [Cl-].C(C1=CC=CC=C1)C[N+](C)(C)C=C